N-(6-(4-(ethylsulfonyl)piperazin-1-yl)pyridin-3-yl)pyrimidin-2-amine C(C)S(=O)(=O)N1CCN(CC1)C1=CC=C(C=N1)NC1=NC=CC=N1